n-triacontyl ethyl ether C(C)OCCCCCCCCCCCCCCCCCCCCCCCCCCCCCC